6-bromo-5-fluoro-1-neopentyl-1H-indol BrC1=C(C=C2C=CN(C2=C1)CC(C)(C)C)F